ethyl-4-biphenyl-carbonitrile C(C)C1=C(C=CC(=C1)C#N)C1=CC=CC=C1